NC1=NC=NN2C1=C(C=C2C=2C=CC(=C(C(=O)N[C@@H]1CN(C[C@@H]1F)C(=O)C1CC(C1)(F)F)C2)C)CN2CCC(CC2)(F)F 5-{4-amino-5-[(4,4-difluoropiperidin-1-yl)methyl]pyrrolo[2,1-f][1,2,4]triazin-7-yl}-N-[(3R,4S)-1-(3,3-difluorocyclobutanecarbonyl)-4-fluoropyrrolidin-3-yl]-2-methylbenzamide